P(O)(=O)(OP(=O)(O)OP(=O)(O)O)OC[C@@H]1[C@H]([C@H]([C@@H](O1)C1=CN(C(=O)NC1=O)CCOC)O)O 1-(2-methoxyethyl)pseudouridine triphosphate